C(CCCCCCCCCCCCCCCCCCCCCCCCCCCCC)(=O)OCCCCCCC heptyl n-triacontanoate